diphenyl-N,N-diisobutyl-carbamoyl-methylphosphine oxide C1(=CC=CC=C1)C(P(C(N(CC(C)C)CC(C)C)=O)=O)C1=CC=CC=C1